[1,2,4]triazolo[4,3-a]pyrazin-3-amine N=1N=C(N2C1C=NC=C2)N